tert-butyl 4-(3-amino-2-(2,2-difluoroethoxy)-4-nitrophenyl)-3,6-dihydropyridine-1(2H)-carboxylate NC=1C(=C(C=CC1[N+](=O)[O-])C=1CCN(CC1)C(=O)OC(C)(C)C)OCC(F)F